1-benzyl-3-bromo-4-ethyl-pyridin-1-ium C(C1=CC=CC=C1)[N+]1=CC(=C(C=C1)CC)Br